1-docosanoyl-2-(6Z,9Z,12Z,15Z-octadecatetraenoyl)-glycero-3-phospho-(1'-sn-glycerol) CCCCCCCCCCCCCCCCCCCCCC(=O)OC[C@H](COP(=O)(O)OC[C@H](CO)O)OC(=O)CCCC/C=C\C/C=C\C/C=C\C/C=C\CC